C1CCC(CC1)NCCS(=O)(=O)O 2-(N-cyclohexylamino)ethanesulphonic acid